FC1=CC=C(C=C1)/C=C/C(=O)OCC[N@+](CC1=CC=CC2=CC=CC=C12)(CCO)[O-] (S,E)-2-((3-(4-Fluorophenyl)acryloyl)oxy)-N-(2-hydroxyethyl)-N-(naphthalen-1-ylmethyl)ethan-1-amine oxide